4-(((3,4-dichlorophenyl)(methyl)amino)methyl)-1H-1,2,3-triazole-5-carboxylic acid 2,2,2-trifluoroacetate FC(C(=O)O)(F)F.ClC=1C=C(C=CC1Cl)N(C)CC=1N=NNC1C(=O)O